6-chloro-3-[[(1R)-1-[(7S)-14-fluoro-5,9-dioxa-2,11,18-triazatetracyclo[8.8.0.02,7.012,17]octadeca-1(18),10,12(17),13,15-pentaen-16-yl]ethyl]amino]pyridine-2-carbonyl chloride ClC1=CC=C(C(=N1)C(=O)Cl)N[C@H](C)C1=CC(=CC=2N=C3OC[C@@H]4COCCN4C3=NC12)F